C[C@@H]1CN(C[C@@H](C1)NCC=1C=C2CCNCC2=CC1)C1=C2C=CC=NC2=C(C=C1)C#N 5-[(3S,5R)-3-methyl-5-(1,2,3,4-tetrahydroisoquinolin-6-ylmethylamino)-1-piperidinyl]quinoline-8-carbonitrile